C[Si]1(OC(CC1)=O)C 2,2-dimethyl-1-oxa-2-silacyclopentan-5-one